NCC1(CN(C1)C(=O)OC(C)(C)C)OCC(=O)OC(C)(C)C tert-butyl 3-(aminomethyl)-3-(2-(tert-butoxy)-2-oxoethoxy)azetidine-1-carboxylate